BrC1=CC=C(C=C1)C(C1C(O1)C1=CC=CC=C1)=O 1-(4-bromophenyl)-3-phenyl-2,3-epoxy-1-propanone